OC(C)(C)C=1C=C(SC1)S(=O)(=O)NC(NC1=C2CCCC2=CC=C1C1=C2C(=NC=C1)N(C=C2)C2CCN(CC2)C)=O 4-(2-hydroxy-prop-2-yl)-N-((5-(1-(1-methylpiperidin-4-yl)-1H-pyrrolo[2,3-b]pyridin-4-yl)-2,3-dihydro-1H-inden-4-yl)carbamoyl)thiophene-2-sulfonamide